N-([1,1'-biphenyl]-4-ylmethyl)-N-(4-fluorobenzyl)-4-(3-(pyridin-4-ylmethyl)ureido)benzenesulfonamide C1(=CC=C(C=C1)CN(S(=O)(=O)C1=CC=C(C=C1)NC(=O)NCC1=CC=NC=C1)CC1=CC=C(C=C1)F)C1=CC=CC=C1